N-(3-(3-nitro-4-(1-oxo-1,2,3,4-tetrahydroisoquinolin-6-yl)-1H-pyrazol-1-yl)phenyl)cyclopent-1-ene-1-carboxamide [N+](=O)([O-])C1=NN(C=C1C=1C=C2CCNC(C2=CC1)=O)C=1C=C(C=CC1)NC(=O)C1=CCCC1